amino-4-(hydroxymethylphosphono)-butyric acid NC(C(=O)O)CCP(=O)(OCO)O